7-ethyl-[1,2,4]triazolo[4,3-c]pyrimidin C(C)C1=CC=2N(C=N1)C=NN2